ClC1=C(C[C@@H](N)C(=O)O)C=CC=C1 |r| DL-o-Chlorophenylalanine